FC1=C(C(=O)N([C@H]2CNCC[C@@H]2C)C2=NC=CC3=CC=CC(=C23)C)C=CC(=C1)C=1N=NN(C1)C 2-fluoro-N-(8-methyl-1-isoquinolyl)-N-[(3R,4S)-4-methyl-3-piperidyl]-4-(1-methyltriazol-4-yl)benzamide